9-bromophenanthrene BrC=1C2=CC=CC=C2C=2C=CC=CC2C1